2-amino-3-(phenylselanyl)propanoic acid NC(C(=O)O)C[Se]C1=CC=CC=C1